O=CCCC(CC)C#N Oxohexane-4-carbonitrile